FC1=C(C(=O)N[C@H](C(=O)OCC)CC2=C3C=CC=NC3=C(C=C2)N2C(N(C3=C(C2=O)C=CN=C3)C)=O)C(=CC(=C1)N1[C@H](COCC1)C(F)(F)F)C ethyl (S)-2-(2-fluoro-6-methyl-4-((R)-3-(trifluoromethyl)morpholino) benzamido)-3-(8-(1-methyl-2,4-dioxo-1,4-dihydropyrido[3,4-d]pyrimidin-3(2H)-yl)quinolin-5-yl)propanoate